C1(CC1)CC1=C2C(=NC(=C1)F)C(=C(N2)C2=CC(=NC=C2)NC([C@H](CC(F)F)C2=CC=C(C=C2)F)=O)C2=NC=CC=C2 (2R)-N-{4-[7-(cyclopropylmethyl)-5-fluoro-3-(pyridin-2-yl)-1H-pyrrolo[3,2-b]pyridin-2-yl]pyridin-2-yl}-4,4-difluoro-2-(4-fluorophenyl)butanamide